ethylene isobutyrate C(C(C)C)(=O)O.C=C